Cl.ClC1=C(C=CC=C1Cl)NN (2,3-dichlorophenyl)hydrazine hydrochloride